C(C)(C)(C)OC(NC1=NC(=C(C=C1)F)COCC1=CC(=C(C(=C1)[N+](=O)[O-])OC)C1=NN(C=C1)C1CC1)=O (6-(((3-(1-Cyclopropyl-1H-pyrazol-3-yl)-4-methoxy-5-nitrophenylmethyl)oxy)methyl)-5-fluoropyridin-2-yl)carbamic acid tert-butyl ester